N-((5-bromo-8-hydroxyquinolin-7-yl)(pyridin-3-yl)methyl)butyramide BrC1=C2C=CC=NC2=C(C(=C1)C(NC(CCC)=O)C=1C=NC=CC1)O